O1C(=CC=C1)CNC=1C=CC=2N(N1)C(=CN2)C2=CC=C(C(=O)O)C=C2 4-[6-(2-furylmethyl-amino)imidazo[1,2-b]pyridazin-3-yl]benzoic acid